3-(2-chlorobenzyl)-5-methoxy-2-methyl-aniline ClC1=C(CC=2C(=C(N)C=C(C2)OC)C)C=CC=C1